2,3-Bis[4-(4-aminophenoxy)phenyl]butane NC1=CC=C(OC2=CC=C(C=C2)C(C)C(C)C2=CC=C(C=C2)OC2=CC=C(C=C2)N)C=C1